methyl 2-{4-[(2-{3-[(4-sulfamoylphenyl)-amino] prop-1-yn-1-yl}-1-(2,2,2-trifluoro-ethyl)-1H-indol-4-yl)amino]piperidin-1-yl}acetate S(N)(=O)(=O)C1=CC=C(C=C1)NCC#CC=1N(C2=CC=CC(=C2C1)NC1CCN(CC1)CC(=O)OC)CC(F)(F)F